C(=C)S(=O)(=O)N1CN(CN(C1)S(=O)(=O)C=C)S(=O)(=O)C=C 1,3,5-tri(ethenesulfonyl)-1,3,5-triazinane